C(#N)C1=CC=C(C(=O)NC2=CC=C(C=C2)C(=O)NC(C(=O)NC2=CC=C(C(=O)NC3=C(C(=C(C(=O)NC4=CC=C(C(=O)O)C=C4)C=C3)O)OC(C)C)C=C2)C(C)([N+](=O)[O-])C)C=C1 4-{4-[4-(2-{[4-(4-Cyanobenzamido)phenyl]formamido}-3-methyl-3-nitrobutanamido)benzamido]-2-hydroxy-3-(propan-2-yloxy)benzamido}benzoic acid